(2-fluoro-3-{6-oxo-4-[6-(2-propoxyethoxy)pyridin-3-yl]-1,6-dihydropyrimidin-2-yl}-4-(trifluoromethyl)benzyl)isobutyramide FC1=C(CC(C(=O)N)(C)C)C=CC(=C1C=1NC(C=C(N1)C=1C=NC(=CC1)OCCOCCC)=O)C(F)(F)F